N-(3-cyclopropyl-1H-pyrrolo[4,3-c]pyridin-6-yl)acetamide C1(CC1)C1=NCC2=C1C=NC(=C2)NC(C)=O